5-methyl-benzenetriol CC=1C=C(C(=C(C1)O)O)O